N-((2R,3S)-1-(6-(hydroxymethyl)-5-methylpyridin-3-yl)-2-((((CIS)-4-phenylcyclohexyl)oxy)-methyl)pyrrolidin-3-yl)methanesulfonamide OCC1=C(C=C(C=N1)N1[C@H]([C@H](CC1)NS(=O)(=O)C)CO[C@@H]1CC[C@@H](CC1)C1=CC=CC=C1)C